2-(1-tert-butoxycarbonylpyrrolidin-3-yl)acetic acid C(C)(C)(C)OC(=O)N1CC(CC1)CC(=O)O